(3'-amino-2-fluorobiphenyl-4-yl)-3,6-dihydro-2H-1,3,4-oxadiazin-2-one NC=1C=C(C=CC1)C1=C(C=C(C=C1)N1C(OCC=N1)=O)F